C(C)(C)(C)C1N(CC12CCNCC2)CC(F)F tert-Butyl-2-(2,2-difluoroethyl)-2,7-diazaspiro[3.5]nonane